CC(=C)C(=O)OCCOP(=O)(OCCOC(=O)C(=C)C)OCCOC(=O)C(=C)C 2-(methacryloyloxy) ethyl phosphate